COC(=O)C1(N(C(C2C1CCC2)=O)C2=NC(=CC(=C2)C(F)(F)F)C)C Methyl-2-(6-methyl-4-(trifluoromethyl)pyridin-2-yl)-3-oxooctahydrocyclopenta[c]pyrrole-1-carboxylic acid methyl ester